CC=1OC(C2=C(N1)C(NC(N2)=O)=O)=O 2-methyl-4H-pyrimido[5,4-d][1,3]oxazine-4,6,8(5H,7H)-trione